benzo(b)thiophene S1C2=C(C=C1)C=CC=C2